FC1=CC=2C3=C(N(C2C=C1)S(=O)(=O)C1=CC=C(C)C=C1)CCN(C3)C3=CC=C(C=C3)N3CCOCC3 4-(4-(8-fluoro-5-tosyl-1,3,4,5-tetrahydro-2H-pyrido[4,3-b]indol-2-yl)phenyl)morpholine